sulfomorpholin S(=O)(=O)(O)N1CCOCC1